4-(3-bromo-4-fluorobenzyl)-3-(4-nitro-1,2,5-oxadiazol-3-yl)-1,2,4-oxadiazol-5(4H)-one BrC=1C=C(CN2C(=NOC2=O)C2=NON=C2[N+](=O)[O-])C=CC1F